(R)-3-(3-(((R)-2-(tert-butyl)-7-hydroxy-2,3-dihydropyrido[2,3-f][1,4]oxazepin-4(5H)-yl)methyl)-4-methylphenyl)-3-(1,4-dimethyl-1H-benzo[d][1,2,3]triazol-5-yl)propanoic acid C(C)(C)(C)[C@H]1OC2=C(CN(C1)CC=1C=C(C=CC1C)[C@@H](CC(=O)O)C1=C(C3=C(N(N=N3)C)C=C1)C)N=C(C=C2)O